thiodiethylene bis[3-(3,5-di-t-butyl-4-hydroxyphenyl) propionate] C(C)(C)(C)C=1C=C(C=C(C1O)C(C)(C)C)CCC(=O)OCCSCCOC(CCC1=CC(=C(C(=C1)C(C)(C)C)O)C(C)(C)C)=O